5-{[5-(6-{[(1R,2S,4S,5S)-4-aminobicyclo[3.1.0]hexan-2-yl]oxy}-2,3-dihydrofuro[3,2-b]pyridin-7-yl)-1H-pyrazol-3-yl]amino}pyrazine-2-carbonitrile N[C@H]1C[C@@H]([C@@H]2C[C@H]12)OC=1C(=C2C(=NC1)CCO2)C2=CC(=NN2)NC=2N=CC(=NC2)C#N